BrC1=C(C=CC(=C1)F)C(C)N1C[C@@H](N(C[C@H]1CC)C=1C=2C(N(C(C1)=O)C)=CN(N2)CC#N)CC 2-(7-((2s,5r)-4-(1-(2-bromo-4-fluorophenyl)ethyl)-2,5-diethylpiperazin-1-yl)-4-methyl-5-oxo-4,5-dihydro-2H-pyrazolo[4,3-b]pyridin-2-yl)acetonitrile